COC1=C(CNC=2C3=C(N=CN2)N(C=C3C3=CC=C(C=2N3C=CN2)NC(=O)NC2=CC(=C(C=C2)OC2CCN(CC2)C)C(F)(F)F)C(C)C)C=CC(=C1)OC 1-(5-(4-((2,4-dimethoxybenzyl)amino)-7-isopropyl-7H-pyrrolo[2,3-d]pyrimidin-5-yl)imidazo[1,2-a]pyridin-8-yl)-3-(4-((1-methylpiperidin-4-yl)oxy)-3-(trifluoromethyl)phenyl)urea